6-(4,4-Difluoro-2-methylpiperidin-1-yl)quinoline-4-carboxylic acid FC1(CC(N(CC1)C=1C=C2C(=CC=NC2=CC1)C(=O)O)C)F